4-(2-(((R)-((S)-7-(1-methyl-1H-pyrazol-4-yl)-2,3-dihydro-1H-pyrido[2,3-b][1,4]oxazin-3-yl)(phenyl)methyl)amino)ethyl)benzonitrile CN1N=CC(=C1)C1=CC2=C(O[C@@H](CN2)[C@@H](C2=CC=CC=C2)NCCC2=CC=C(C#N)C=C2)N=C1